COC=1C=C(C=CC1F)NC1=C2C=C(NC2=CC(=C1)NC(C)=O)C(=O)O 4-((3-methoxy-4-fluorophenyl)amino)-6-acetamido-1H-indole-2-carboxylic acid